The molecule is an L-alpha-amino acid zwitterion obtained from L-2-aminopentanoic acid by transfer of a proton from the carboxy group to the amino group. It is the major species at pH 7.3. It has a role as a bacterial metabolite. It is a tautomer of a L-2-aminopentanoic acid. CCC[C@@H](C(=O)[O-])[NH3+]